(2-(2-benzyloxynaphthalen-1-yl)ethyl)piperidine mono-hydrogen sulphite S(=O)(O)O.C(C1=CC=CC=C1)OC1=C(C2=CC=CC=C2C=C1)CCN1CCCCC1